(S)-4-(1-hydroxyethyl)benzonitrile O[C@@H](C)C1=CC=C(C#N)C=C1